2-nitro-1-((2-(trimethylsilyl)ethoxy)methyl)imidazole [N+](=O)([O-])C=1N(C=CN1)COCC[Si](C)(C)C